1-(6-Aminopyridin-2-yl)-N-(4-methoxyphenyl)-1H-indol-5-amine NC1=CC=CC(=N1)N1C=CC2=CC(=CC=C12)NC1=CC=C(C=C1)OC